trichloro(N,N-dimethyloctylamine) ClC(CCCCCCCN(C)C)(Cl)Cl